ClC1=CC=C2C(=C(N(C2=C1Cl)C)C1=NC(=NN1)C(F)(F)F)C=1C=NNC1 6,7-dichloro-1-methyl-3-(1H-pyrazol-4-yl)-2-(3-(trifluoromethyl)-1H-1,2,4-triazol-5-yl)-1H-indole